COC1=CC=2N(C=C1SC(C=O)(C)C)C=CN2 2-((7-Methoxyimidazo[1,2-a]pyridin-6-yl)thio)-2-methylpropionaldehyde